(2S,4r)-1-(2-((2-fluorophenyl)amino)-2-oxoacetyl)-4-methoxy-N-((S)-3-oxo-1-((S)-2-oxopyrrolidin-3-yl)-4-(trifluoromethoxy)butan-2-yl)pyrrolidine-2-carboxamide FC1=C(C=CC=C1)NC(C(=O)N1[C@@H](C[C@H](C1)OC)C(=O)N[C@@H](C[C@H]1C(NCC1)=O)C(COC(F)(F)F)=O)=O